CC1(OCCC1)C(=O)[O-] 2-methyl-tetrahydrofurate